[Br-].[Br-].C(C1CCC(CC1)NC(=O)OCC[N+](CCCCCCCCCCCCCCCC)(C)C)C1CCC(CC1)NC(=O)OCC[N+](CCCCCCCCCCCCCCCC)(C)C N,N'-(((((Methylenebis(cyclohexane-4,1-diyl))bis(azanediyl))bis(carbonyl))bis(oxy))bis(ethane-2,1-diyl))bis(N,N-dimethylhexadecane-1-aminium) dibromide